Cl.Cl.ClC1=NC=CC2=C(C=CC=C12)NC(=O)[C@H]1CNC[C@@H]1C1=CC=CC=C1 (3R,4S)-N-(1-chloroisoquinolin-5-yl)-4-phenylpyrrolidine-3-carboxamide dihydrochloride